Cl[Ru-2](C1=C(C=C(C=C1)C)C(C)C)(C1=C(C=C(C=C1)C)C(C)C)Cl dichlorobis(4-methylisopropyl-Phenyl)ruthenium (II)